9E,12E-octadecadien-1-ol C(=CC=CCCCCCCCCCCCCCC)O